2-Thioxo-1-(2-((2R,4S)-4-(trifluoromethyl)piperidin-2-yl)benzyl)-1,2,3,5-tetrahydro-4H-pyrrolo[3,2-d]pyrimidin-4-one S=C1NC(C2=C(N1CC1=C(C=CC=C1)[C@@H]1NCC[C@@H](C1)C(F)(F)F)C=CN2)=O